ethyl (E)-3-{4-[3,5-bis(trifluoromethyl)phenoxy]-3-methoxyphenyl}-5-nitropent-4-enoate FC(C=1C=C(OC2=C(C=C(C=C2)C(CC(=O)OCC)\C=C\[N+](=O)[O-])OC)C=C(C1)C(F)(F)F)(F)F